1,3,5-benzene-triamide C1(=CC(=CC(=C1)C(=O)N)C(=O)N)C(=O)N